OCC1N(CCOC1)C(=O)NC1=CC(=CC=C1)[C@H](C)SC1=NN=CN1C 3-(hydroxymethyl)-N-(3-((S)-1-((4-methyl-4H-1,2,4-triazol-3-yl)thio)ethyl)phenyl)morpholine-4-carboxamide